COC1=CC=CC(=N1)COC1=NN=C(S1)N 5-((6-methoxypyridin-2-yl)methoxy)-1,3,4-thiadiazol-2-amine